γ-(2-aminoethyl)-aminopropyltrimethoxysilane NCCC(CC[Si](OC)(OC)OC)N